BrC1=C(C=C(C(=C1)COC(C)(C)OC)Br)COC(C)(C)OC 1,4-dibromo-2,5-bis(((2-methoxypropane-2-yl)oxy)methyl)benzene